7-[(3bR,4aR)-1-{2-[4-(2,3-Dimethylphenyl)piperazin-1-yl]-2-oxoethyl}-3b,4,4a,5-tetrahydro-1H-cyclopropa[3,4]cyclopenta[1,2-c]pyrazol-3-carbonyl]-1,7-diazaspiro[3.5]nonan-2-on CC1=C(C=CC=C1C)N1CCN(CC1)C(CN1N=C(C2=C1C[C@@H]1[C@H]2C1)C(=O)N1CCC2(CC(N2)=O)CC1)=O